O1[C@@H](CC1)CN1C(=NC2=C1C=C(C=C2)C(=O)OC)CN2CCC(CC2)N2N=C(C=C2)COC2=CC=CC=C2 (S)-methyl 1-(oxetan-2-ylmethyl)-2-((4-(3-(phenoxymethyl)-1H-pyrazol-1-yl)piperidin-1-yl)methyl)-1H-benzo[d]imidazole-6-carboxylate